2-(4-nitrophenyl)pyridin [N+](=O)([O-])C1=CC=C(C=C1)C1=NC=CC=C1